OC=1C=C2C(N(C=NC2=CC1)C1=CC=C(C=C1)N1CCC(CC1)OC1CC2(CN(C2)C=2C=C3CN(C(C3=CC2)=O)C2C(NC(CC2)=O)=O)C1)=O 3-{5-[6-({1-[4-(6-hydroxy-4-oxoquinazolin-3-yl)phenyl]piperidin-4-yl}oxy)-2-azaspiro[3.3]heptan-2-yl]-1-oxo-3H-isoindol-2-yl}piperidine-2,6-dione